2-((1H-pyrazol-4-yl)methyl)-6-methylpyridine dihydrochloride Cl.Cl.N1N=CC(=C1)CC1=NC(=CC=C1)C